2-oxotetrahydropyrimidin O=C1NCCCN1